FC(COC1=C(C=C(C(=N1)OC)NS(=O)(=O)C=1C=2C=CC(=NC2C=CC1)C(F)F)F)F N-[6-(2,2-difluoroethoxy)-5-fluoro-2-methoxy-3-pyridyl]-2-(difluoromethyl)quinoline-5-sulfonamide